N-(6-(furan-3-yl)-2-(3-hydroxy-3-methylbutyl)-2H-indazol-5-yl)-2-(pyridin-3-yl)thiazole-4-carboxamide O1C=C(C=C1)C=1C(=CC2=CN(N=C2C1)CCC(C)(C)O)NC(=O)C=1N=C(SC1)C=1C=NC=CC1